Dichloro(2,4-dimethoxyphenyl)phosphine ClP(C1=C(C=C(C=C1)OC)OC)Cl